(2,4-dihydroxy-6-(pyridin-2-ylmethoxy)phenyl)(8-(oxetan-3-ylamino)-3,4-dihydroisoquinolin-2(1H)-yl)methanone OC1=C(C(=CC(=C1)O)OCC1=NC=CC=C1)C(=O)N1CC2=C(C=CC=C2CC1)NC1COC1